OCC1=CC=C(C=C1)C1=CC2=C(N=CN=C2N(C)CC2=C(C=CC=C2)O)N1 2-(((6-(4-(Hydroxymethyl)phenyl)-7H-pyrrolo[2,3-d]pyrimidin-4-yl)(methyl)amino)methyl)phenol